CC(CN1CCCCC1)O α-methylpiperidine-1-ethanol